C(C)OC(=C)C1=CN=C2C(=N1)N(C(C(=C2)C2CCC(CC2)C2=C(C=CC=C2C)F)=O)CC2=NC=CC=C2C(F)(F)F 3-(1-ethoxyvinyl)-7-((1r,4r)-4-(2-fluoro-6-methylphenyl)cyclohexyl)-5-((3-(trifluoromethyl)pyridin-2-yl)methyl)pyrido[2,3-b]pyrazin-6(5H)-one